tetra-hydroxy-3-acryloxypropyl methacrylate C(C(=C)C)(=O)OCC(C(OC(C=C)=O)(O)O)(O)O